FC=1C=C(C=CC1C(F)(F)F)N(C(=O)C1N(NC(C1)=O)C1=NC(=CC(=C1)C(F)(F)F)C)C N-(3-fluoro-4-(trifluoromethyl)phenyl)-N-methyl-2-(6-methyl-4-(trifluoromethyl)pyridin-2-yl)-5-oxopyrazolidine-3-carboxamide